CC=1OC2=CC=CC=C2C(C1)=O Methyl-chromone